N-(4-((2-(1,1-difluoroethyl)-6-methylpyrimidin-4-yl)amino)-5-(1-(ethylsulfonyl)-1H-pyrazol-3-yl)pyridin-2-yl)acetamide FC(C)(F)C1=NC(=CC(=N1)NC1=CC(=NC=C1C1=NN(C=C1)S(=O)(=O)CC)NC(C)=O)C